[Ag].[Ni].[Cr] chromium-nickel-silver